N-(2-((R)-4-Cyanothiazolidin-3-yl)-2-oxoethyl)-6-((3S,5S)-3,5-dimethylmorpholino)-quinoline-4-carboxamide C(#N)[C@H]1N(CSC1)C(CNC(=O)C1=CC=NC2=CC=C(C=C12)N1[C@H](COC[C@@H]1C)C)=O